C(C)(=O)[O-].C(C)(=O)[O-].C1(=CC=CC=C1)[Sn+2]C1=CC=CC=C1 diphenyl-tin diacetate